FC1(CCN(CC1)CCCNC(=O)N1CCN(CC1)C1=NC(=NO1)C1=CC=C(C=C1)OC)C1=NC=CC=C1 N-(3-(4-Fluoro-4-(pyridin-2-yl)piperidin-1-yl)propyl)-4-(3-(4-Methoxyphenyl)-1,2,4-oxadiazol-5-yl)piperazin-1-carboxamid